ClC1=C(C=CC(=C1)Cl)CN1C(CCC1CC(=O)N1CCOCC1)=O 1-[(2,4-dichlorophenyl)methyl]-5-(2-morpholin-4-yl-2-oxoethyl)pyrrolidin-2-on